amino-lauryl alcohol NCCCCCCCCCCCCO